OCCC=1C(=NC(=CC1)N1C=NC2=C1C=CC(=C2)NC=2N=NC(=CC2)OCCOC)N2N=C(C=C2C)C#N 1-[3-(hydroxyethyl)-6-[5-[[6-(2-methoxyethoxy)pyridazin-3-yl]amino]benzimidazol-1-yl]-2-pyridyl]-5-methyl-pyrazole-3-carbonitrile